n-propyl-cyclopentadienyl-zirconium trichloride [Cl-].[Cl-].[Cl-].C(CC)[Zr+3]C1C=CC=C1